C(C)(C)(C)C1=CC=C(C=C1)C1=CC(=CC=C1)C1=CC=C(C=C1)C(C)(C)C 4,4''-ditertbutyl-1,1':3',1''-terphenyl